4-amino-N'-(2-methoxy-2-methyl-propanoyl)-N',1-dimethyl-N-[[5-(trifluoromethyl)-2-pyridyl]methyl]pyrazolo[4,3-c]quinoline-8-carbohydrazide NC1=NC=2C=CC(=CC2C2=C1C=NN2C)C(=O)N(N(C)C(C(C)(C)OC)=O)CC2=NC=C(C=C2)C(F)(F)F